C1CN(CCC12CC1(OCCCO1)C2)C(=O)OC(C)(C)C tert-butyl 9,13-dioxa-3-azadispiro[5.1.58.16]tetradecane-3-carboxylate